4-[(2R,4R)-4-ethoxy-1-[(5-methoxy-7-methyl-1H-indol-4-yl)methyl]piperidin-2-yl]-3-(methylamino)benzoic acid C(C)O[C@H]1C[C@@H](N(CC1)CC1=C2C=CNC2=C(C=C1OC)C)C1=C(C=C(C(=O)O)C=C1)NC